N1-(4-(2-oxa-6-azaspiro[3.3]heptan-6-yl)cyclohexyl)-2-bromo-4-nitro-N3-(2,2,2-trifluoroethyl)benzene-1,3-diamine C1OCC12CN(C2)C2CCC(CC2)NC2=C(C(=C(C=C2)[N+](=O)[O-])NCC(F)(F)F)Br